C(C)(=O)C1=CC(=C(C=C1)NS(=O)(=O)C1=CC=C(C=C1)C)C=C N-(4-acetyl-2-vinylphenyl)-4-methylbenzenesulfonamide